2-(3,5-dimethoxyphenyl)-2-methyl-4-trimethylsiloxy-5-amino-3(2H)-furanone COC=1C=C(C=C(C1)OC)C1(OC(=C(C1=O)O[Si](C)(C)C)N)C